5-chloro-2-(((2S,4S)-2,4-dimethylpiperidin-1-yl)methyl)-1H-indole-6-carbonitrile ClC=1C=C2C=C(NC2=CC1C#N)CN1[C@H](C[C@H](CC1)C)C